(R)-2-amino-1-(azetidin-1-yl)propan-1-one N[C@@H](C(=O)N1CCC1)C